C(C)(C)(C)OC(NCC1=C(C=C(C=C1)C1=NC(=NC=C1)Cl)C)=O 4-(2-chloropyrimidin-4-yl)-2-methylbenzylcarbamic acid tert-butyl ester